C(C1=CC=CC=C1)(=O)NCC1=CC=2N(C=C1)N=CC2C(=O)NCCN(C2=CC=CC=C2)C2=CC=CC=C2 5-(benzamidomethyl)-N-(2-(diphenylamino)ethyl)pyrazolo[1,5-a]pyridine-3-carboxamide